toluenediamine CC1=C(C=C(C=C1)N)N